The molecule is a polyunsaturated fatty acid anion that is the conjugate base of 17,18-EETeTr, obtained by deprotonation of the carboxy group; major species at pH 7.3. It is a polyunsaturated fatty acid anion, a long-chain fatty acid anion and an EpETE(1-). It derives from an all-cis-5,8,11,14,17-icosapentaenoate. It is a conjugate base of a 17(18)-EpETE. CCC1C(O1)C/C=C\\C/C=C\\C/C=C\\C/C=C\\CCCC(=O)[O-]